(4-aminopyrrolo[1,2-a]quinoxalin-8-yl)(3-(5-(trifluoromethoxy)pyridin-2-yl)morpholino)methanone NC=1C=2N(C3=CC(=CC=C3N1)C(=O)N1C(COCC1)C1=NC=C(C=C1)OC(F)(F)F)C=CC2